5-fluoro-1,2,3,4-tetrahydro-2,7-naphthyridine FC1=C2CCNCC2=CN=C1